C(CCCCC(=O)O)(=O)O.NCCCCCCN hexamethylenediamine adipate salt